1-Isothiocyanato-9-(methylsulfinyl)-nonan N(=C=S)CCCCCCCCCS(=O)C